N-(trans-3-ethoxycyclobutyl)-5-(4-fluoro-1-isopropyl-2-methyl-1H-benzo[d]imidazol-6-yl)pyrrolo[2,1-f][1,2,4]triazin-2-amine C(C)O[C@@H]1C[C@H](C1)NC1=NN2C(C=N1)=C(C=C2)C=2C=C(C1=C(N(C(=N1)C)C(C)C)C2)F